C(C)(=O)NC1=C(C=CC=C1)C#C[C@@H]1[C@@H](OCC(N1[C@@H](C(=O)OCC)CCC)=O)C1=CC=C(C=C1)Cl (R)-ethyl 2-((2S,3R)-3-((2-acetamidophenyl)ethynyl)-2-(4-chlorophenyl)-5-oxomorpholino)pentanoate